OC=1C=C(C=CC1O)C1=[O+]C2=CC=CC=C2C=C1 2-(3,4-dihydroxyphenyl)chromenylium